NC1=C(C2=C(S1)C=CC(=C2C=2C1=C(C=3C=NC(=NC3C2F)N2C[C@H]([C@H](C2)O)N(C)C)COC1)F)C#N 2-Amino-4-(3-((3R,4S)-3-(dimethylamino)-4-hydroxypyrrolidin-1-yl)-5-fluoro-7,9-dihydrofuro[3,4-f]quinazolin-6-yl)-5-fluorobenzo[b]thiophene-3-carbonitrile